5-bromo-4-iodo-2-methylphenol BrC=1C(=CC(=C(C1)O)C)I